1-(4-((4-((5-(furan-2-yl)-2-methoxyphenyl)amino)-7-methoxy-quinazolin-6-yl)oxy)-2-methyl-piperidin-1-yl)prop-2-en-1-one O1C(=CC=C1)C=1C=CC(=C(C1)NC1=NC=NC2=CC(=C(C=C12)OC1CC(N(CC1)C(C=C)=O)C)OC)OC